O=CCNC(OCC1=CC=CC=C1)=O benzyl (2-oxoethyl)carbamate